5-(4-(4-(dimethoxymethyl)piperidin-1-yl)phenyl)-8,8-difluoro-6-(4-fluorophenyl)-5,6,7,8-tetrahydronaphthalen-2-ol COC(C1CCN(CC1)C1=CC=C(C=C1)C1C=2C=CC(=CC2C(CC1C1=CC=C(C=C1)F)(F)F)O)OC